2-{[(1S)-1-{4-[(3,3-Difluoropiperidin-1-yl)methyl]phenyl}ethyl]amino}-8-[(2S)-3-methylbutan-2-yl]pyrido[2,3-d]pyrimidin-7(8H)-on FC1(CN(CCC1)CC1=CC=C(C=C1)[C@H](C)NC=1N=CC2=C(N1)N(C(C=C2)=O)[C@@H](C)C(C)C)F